COC(C1=C(C(=CC=C1)N1CC(C1)S(=O)(=O)C1=CC=CC=C1)N1C=CC=C1)=O 3-(3-(benzenesulfonyl)azetidin-1-yl)-2-(1H-pyrrol-1-yl)benzoic acid methyl ester